4-(2,2-difluorovinyloxy)-3,5-dimethoxybenzaldehyde dimethyl acetal COC(C1=CC(=C(C(=C1)OC)OC=C(F)F)OC)OC